3-(1-methyl-7-(4-(((S)-2-(trifluoromethyl)piperazin-1-yl)methyl)piperidin-1-yl)-1H-indazol-3-yl)piperidine-2,6-dione bis-trifluoroacetate FC(C(=O)O)(F)F.FC(C(=O)O)(F)F.CN1N=C(C2=CC=CC(=C12)N1CCC(CC1)CN1[C@@H](CNCC1)C(F)(F)F)C1C(NC(CC1)=O)=O